(S)-5-((1-(3-(4-(5-(1-fluorocyclopropyl)pyrimidin-2-yl)piperazin-1-yl)-3-oxopropoxy)propane-2-yl)amino)-4-(trifluoromethyl)pyridazin-3(2H)-one FC1(CC1)C=1C=NC(=NC1)N1CCN(CC1)C(CCOC[C@H](C)NC1=C(C(NN=C1)=O)C(F)(F)F)=O